FC1=CC=C(C=C1)C1(CCN(CC1)C)NC(=O)C1=NN2C(C(NC(=C2)C2=CC3=CC=CC=C3C=C2)=O)=C1C(F)(F)F N-[4-(4-Fluorophenyl)-1-methylpiperidin-4-yl]-6-(naphthalen-2-yl)-4-oxo-3-(trifluoromethyl)-4,5-dihydropyrazolo[1,5-a]pyrazine-2-carboxamide